[Na].ClC=1N=CC(=NC1)S 5-Chloropyrazine-2-thiol sodium salt